benzyl 1,4-dioxa-8-azaspiro[4.5]decane-8-carboxylate O1CCOC12CCN(CC2)C(=O)OCC2=CC=CC=C2